CC1=C(C(=CC(=C1)C)C)C1=C2NC(=C1)C=C1C=CC(=N1)C=C1C=CC(N1)=CC=1C=CC(N1)=C2 (2,4,6-trimethylphenyl)porphyrin